FC1=CC=C(C=N1)CNC(C1=CC(=CC=C1)CN1C(C2=CC=C(C=C2C=C1)C=1C(=NOC1)C)=O)=O N-((6-Fluoropyridin-3-yl)methyl)-3-((6-(3-methylisoxazol-4-yl)-1-oxoisoquinolin-2(1H)-yl)methyl)benzamide